(2S,5S)-4-(4-fluoro-1-(6-methoxypyrimidin-4-yl)piperidine-4-carbonyl)-2,3,4,5-tetrahydro-2,5-methanopyrido[3,4-f][1,4]oxazepine-9-carbonitrile FC1(CCN(CC1)C1=NC=NC(=C1)OC)C(=O)N1C[C@H]2OC3=C([C@@H]1C2)C=NC=C3C#N